C(C)N(C([C@@H](C)OC1=CC=CC2=CC=CC=C12)=O)CC (2R)-N,N-diethyl-2-(1-naphthoxy)propionamide